diethylammonium Dihydroxide [OH-].[OH-].C(C)[NH2+]CC.C(C)[NH2+]CC